4-((2S,5R)-4-(Bis(5-chloropyridin-2-yl)methyl)-2,5-dimethylpiperazin-1-yl)-1-(((S)-tetrahydrofuran-2-yl)methyl)-1H-[1,2,4]triazolo[3,4-b]purine ClC=1C=CC(=NC1)C(N1C[C@@H](N(C[C@H]1C)C=1C=2N=CN(C2N2C(N1)=NN=C2)C[C@H]2OCCC2)C)C2=NC=C(C=C2)Cl